N1-(cyclobutyl)-N1-(1-(3-chloro-2-fluorophenyl)ethyl)ethane-1,2-diamine hydrochloride Cl.C1(CCC1)N(CCN)C(C)C1=C(C(=CC=C1)Cl)F